5-methyl-1-(1-(4-((1-methylpyrrolidin-3-yl)amino)benzyl)-1H-indol-5-yl)-1H-pyrazole-3-carboxamide CC1=CC(=NN1C=1C=C2C=CN(C2=CC1)CC1=CC=C(C=C1)NC1CN(CC1)C)C(=O)N